O=C1C=CC=C(O1)C(=O)N 6-oxo-pyran-2-carboxamide